Alpha-Lactose monohydrate O.O[C@@H]1[C@H](O)[C@@H](O)[C@H](O[C@H]2[C@H](O)[C@@H](O)[C@@H](O)[C@H](O2)CO)[C@H](O1)CO